3,5-diaminotrifluorobenzene NC=1C(=C(C=C(C1F)N)F)F